3,6-dichloro-N-methyl-1-(2-trimethylsilylethoxymethyl)-pyrazolo[3,4-d]pyrimidin-4-amine ClC1=NN(C2=NC(=NC(=C21)NC)Cl)COCC[Si](C)(C)C